N-(3-methyloxetan-3-yl)benzenesulfonamide CC1(COC1)NS(=O)(=O)C1=CC=CC=C1